C1NCC12CC(C2)N2[C@@H](C=1C=3C=C(N=NC3NC1CC2)C2=C(C=CC=C2)O)C 2-[(3R)-4-(2-azaspiro[3.3]heptan-6-yl)-3-methyl-4,8,10,11-tetrazatricyclo[7.4.0.02,7]trideca-1(9),2(7),10,12-tetraen-12-yl]phenol